S1C=C(C=C1)[C@H]1[C@@H](C[C@H]1C1=NC=CC=C1)C(=O)C1=CC=CC=C1 ((1r,2r,3r)-2-(thiophen-3-yl)-3-(pyridin-2-yl)cyclobutyl)(phenyl)methanone